4-cyano-4'-hexyl-biphenyl C(#N)C1=CC=C(C=C1)C1=CC=C(C=C1)CCCCCC